ClC=1C(=CC(=NC1)NC1CCOCC1)C=1C=C2C(N(C=NN2C1)[C@@H](C(=O)N[C@H](CO)C=1C=C(C=CC1)C)C)=O (R)-2-(6-(5-chloro-2-((tetrahydro-2H-pyran-4-yl)amino)pyridin-4-yl)-4-oxopyrrolo[2,1-f][1,2,4]triazin-3(4H)-yl)-N-((S)-2-hydroxy-1-(m-tolyl)ethyl)propionamide